C(COCC(=O)OCCOC)(=O)OCCOC bis(2-methoxyethyl) diglycolate